BrC1=C(C=C2C=C(N(C2=C1)S(=O)(=O)C1=CC=CC=C1)CNC(=O)C1(CC1)C)OC(F)F N-((6-bromo-5-(difluoromethoxy)-1-(phenylsulfonyl)-1H-indol-2-yl)methyl)-1-methylcyclopropane-1-carboxamide